C[C@H]1[C@@H](C1)C=1C=C2C=NNC2=CC1OCC=1N=CSC1 |o1:1,2| 4-(((5-((1R,2R) or (1S,2S)-2-methylcyclopropyl)-1H-indazol-6-yl)oxy)methyl)thiazole